BrC1=C(C(=CC=C1)Cl)NC(=O)C=1C(=NC(=NC1)NC1=CC(=C(OC2CCN(CC2)C(=O)OC(C)(C)C)C=C1)C)OC tert-butyl 4-(4-((5-((2-bromo-6-chlorophenyl)carbamoyl)-4-methoxypyrimidin-2-yl)amino)-2-methylphenoxy)piperidine-1-carboxylate